(4R)-2-amino-3-cyano-4-methoxy-6,7-dihydro-5H-1-benzothiophene-4-carboxylic acid NC=1SC2=C(C1C#N)[C@](CCC2)(C(=O)O)OC